2-{4-[(2-{3-[(4-methane-sulfonylphenyl)amino]prop-1-yn-1-yl}-1-(2,2,2-trifluoroethyl)-1H-indol-4-yl)amino]piperidin-1-yl}-N-methylacetamide CS(=O)(=O)C1=CC=C(C=C1)NCC#CC=1N(C2=CC=CC(=C2C1)NC1CCN(CC1)CC(=O)NC)CC(F)(F)F